4-(6-((5-Fluoro-2-(2-methoxyethyl)-2H-indazol-6-yl)methoxy)pyridin-2-yl)piperidine FC1=CC2=CN(N=C2C=C1COC1=CC=CC(=N1)C1CCNCC1)CCOC